[Na+].[Na+].[Na+].C(C(O)C(C(=O)[O-])CC(=O)[O-])(=O)[O-] isocitrate trisodium salt